CN(C(=O)NC(\C=C\C(=O)N1OCC1)=O)C (E)-N-(dimethylcarbamoyl)-4-(1,2-oxazetidin-2-yl)-4-oxo-but-2-enamide